Benzyl-benzodithioat C(C1=CC=CC=C1)SC(C1=CC=CC=C1)=S